5,5-dimethylethyl-2H-pyran-2-one CC1(C=C(C(OC1)=O)CC)C